CC1=C(C(=O)C2=C(C=CC=3C4=CC=CC=C4P(C23)=O)Cl)C(=CC(=C1)C)C 2,4,6-trimethylbenzoyl-9-oxo-2-chloro-9-phosphafluorene